C(#N)C1=NC2=CC(=CC(=C2N=C1N1CCC(CC1)C1CCC1)[C@@H](C)NC1=C(C(=O)O)C=CC=C1)C (R)-2-((1-(2-cyano-3-(4-cyclobutyl-piperidin-1-yl)-7-methylquinoxalin-5-yl)ethyl)amino)benzoic acid